4-((S)-1-((S)-1-(((S)-5-(3,5-difluorophenyl)-6,7-dihydro-5H-pyrrolo[1,2-a]imidazol-2-yl)amino)-1-oxopropan-2-yl)-4,4-difluoropiperidin-3-yl)pyridine 1-oxide FC=1C=C(C=C(C1)F)[C@@H]1CCC=2N1C=C(N2)NC([C@H](C)N2C[C@@H](C(CC2)(F)F)C2=CC=[N+](C=C2)[O-])=O